(2S)-2-(7-chloro-8-(methoxymethyl)-1,1-dioxido-3,4-dihydro-2H-benzo[b][1,4,5]oxathiazepin-2-yl)-3-(6-fluoro-2,3-dimethylphenyl)butanoic acid ClC=1C(=CC2=C(OCCN(S2(=O)=O)[C@H](C(=O)O)C(C)C2=C(C(=CC=C2F)C)C)C1)COC